COC1=NC(=CC(=C1)N1N=CC2=CC(=C(C=C12)OC1CCC2=CC(=CC=C12)C#N)C)C 1-((1-(2-methoxy-6-methylpyridin-4-yl)-5-methyl-1H-indazol-6-yl)oxy)-2,3-dihydro-1H-indene-5-carbonitrile